1-(2-(4-cyanophenyl)-3,3-difluoroallyl)hydrazine-1-carboxylic acid tert-butyl ester C(C)(C)(C)OC(=O)N(N)CC(=C(F)F)C1=CC=C(C=C1)C#N